5-[4-(3,5-dichloro-2-pyridinyl)piperazine-1-carbonyl]-6-(trifluoromethyl)-2-[[4-(trifluoromethyl)phenyl]methoxy]pyridine-3-carbonitrile ClC=1C(=NC=C(C1)Cl)N1CCN(CC1)C(=O)C=1C=C(C(=NC1C(F)(F)F)OCC1=CC=C(C=C1)C(F)(F)F)C#N